3-(5-bromo-3-fluorothiophen-2-yl)-2-[(diphenylmethylidene)amino]propanenitrile BrC1=CC(=C(S1)CC(C#N)N=C(C1=CC=CC=C1)C1=CC=CC=C1)F